NCCC=1C=NC(=NC1)C1=C(C=C(C#N)C=C1)C(=O)C=1C=NN(C1)C1CCOCC1 4-[5-(2-aminoethyl)pyrimidin-2-yl]-3-[1-(oxan-4-yl)pyrazole-4-carbonyl]benzonitrile